ClC1=NC(=CC(=C1)[C@@H]1C[C@@](CC1)(C(=O)O)CCC)Cl cis-3-(2,6-dichloropyridin-4-yl)-1-propylcyclopentane-1-carboxylic acid